O1C(OCCC1)C1=CC=C(C(=N1)C1=NC2=C(N1C)C=CC(=C2)SC(F)(F)F)S(=O)(=O)CC 2-[6-(1,3-dioxan-2-yl)-3-ethylsulfonylpyridin-2-yl]-1-methyl-5-(trifluoromethylthio)benzimidazole